N-((2-(azetidine-1-sulfonylamino)pyrimidin-4-yl)methyl)-5-(6-ethoxypyrazin-2-yl)pyridinecarboxamide N1(CCC1)S(=O)(=O)NC1=NC=CC(=N1)CNC(=O)C1=NC=C(C=C1)C1=NC(=CN=C1)OCC